NCCCCCCCCN(C(OC(C)(C)C)=O)C Tert-Butyl N-(8-Aminooctyl)-N-Methylcarbamate